S1C(=NCC1)SCC(=O)C1=CC=CC=C1 2-(2-thiazolin-2-ylsulfanyl)-acetophenone